2-amino-1-(7-bromo-4-((thiophen-2-ylmethyl)amino)thieno[3,2-d][1,2,3]triazin-6-yl)propan-1-ol NC(C(O)C1=C(C=2N=NN=C(C2S1)NCC=1SC=CC1)Br)C